N1C=CC=2C1=NC=CC2CN(C(=O)NC2=CC(=C(C=C2)OC)OCCCCC)[C@@H](C)CCCl (S)-1-((1H-pyrrolo[2,3-b]pyridin-4-yl)methyl)-1-(4-chlorobutan-2-yl)-3-(4-methoxy-3-(pentyloxy)phenyl)urea